(1r,2s,4r)-4-amino-2-fluorocyclohexanol hydrochloride Cl.N[C@H]1C[C@@H]([C@@H](CC1)O)F